(R,R)-1,2-propanediol C([C@@H](C)O)O